C1(CC1)C1=CC2=C(C(=NN(C2=O)CC(=O)OCC)C(C)C)O1 ethyl 2-(2-cyclopropyl-7-isopropyl-4-oxo-furo[2,3-d]pyridazin-5-yl)acetate